3-hydroxy-5-methyl-4-(2-morpholino-[1,2,4]triazolo[1,5-a]pyrimidin-5-yl)benzonitrile OC=1C=C(C#N)C=C(C1C1=NC=2N(C=C1)N=C(N2)N2CCOCC2)C